C1(CC1)N1CC2=CC=C(C=C2C1=O)OC=1C=C2C(CCOC2=CC1[N+](=O)[O-])OP(=O)(NCCBr)NCCBr bis((2-bromoethyl)amino)phosphinic acid 6-((2-cyclopropyl-3-oxoisoindolin-5-yl) oxy)-7-nitrochroman-4-yl ester